CC=1C(=NC=CC1)C(=O)N METHYL-2-PYRIDINCARBOXAMID